NCC(=O)NC1CCN(CC1)C1=NC(=C(C(=C1C#N)CC)C#N)SCC1=CC=C(C=C1)S(N)(=O)=O 2-amino-N-(1-(3,5-dicyano-4-ethyl-6-((4-sulfamoylbenzyl)thio)pyridin-2-yl)piperidin-4-yl)acetamide